FC1=C(C#N)C=CC(=C1)C(C1=CC=NC=C1)OC1=C(C=C2C(CCOC2=C1C)=O)F 2-fluoro-4-(((6-fluoro-8-methyl-4-oxochroman-7-yl)oxy)(pyridin-4-yl)methyl)benzonitrile